O1CC[C@@H](C2=CC=CC=C12)NC(=O)C=1C=NC2=C(C=CC=C2C1N(C)C)C1CCCCCC1 (S)-N-(chroman-4-yl)-8-cycloheptyl-4-(dimethylamino)quinoline-3-carboxamide